C(N)(=O)C=1C=C(C=NC1)C1=CC2=C(CCC=3C(=NN(C23)C2=CC(=CC(=C2)Cl)Cl)C(=O)O)C=C1OC 8-(5-carbamoylpyridin-3-yl)-1-(3,5-dichlorophenyl)-7-methoxy-4,5-dihydro-1H-benzo[g]indazole-3-carboxylic acid